NC1=NN2C(C=C(C=C2)C=2C=NN(C2)CC(=O)NC2=CC=C(C=C2)CC(=O)N)=N1 2-[4-[[2-[4-(2-Amino-[1,2,4]triazolo[1,5-a]pyridin-7-yl)pyrazol-1-yl]acetyl]amino]phenyl]acetamide